C(C)(C)(C)NS(=O)(=O)C=1C=C(C=CC1)NC1=NC(=NC=C1C)NC1=CC=C(C=C1)N1CCN(CC1)C(=O)N(C1=CC=CC=C1)C 4-(4-((4-((3-(N-(tert-butyl)sulfamoyl)phenyl)amino)-5-methylpyrimidin-2-yl)amino)phenyl)-N-methyl-N-phenylpiperazine-1-carboxamide